benzimidazoloisoindoline N1C=NC2=C1C=CC1=C2C=CC=2CNCC12